2-(4-aminophenyl)-2-(4-hydroxyphenyl)-propane NC1=CC=C(C=C1)C(C)(C)C1=CC=C(C=C1)O